nicotinamide fumarate C(\C=C\C(=O)O)(=O)O.C(C1=CN=CC=C1)(=O)N